3-(3-(4-((3-aminopiperidin-1-yl)methyl)phenyl)-5-phenyl-3H-imidazo[4,5-b]pyridin-2-yl)pyridin-2-amine NC1CN(CCC1)CC1=CC=C(C=C1)N1C(=NC=2C1=NC(=CC2)C2=CC=CC=C2)C=2C(=NC=CC2)N